1-(3-(tert-butyl)-1-phenyl-1H-pyrazol-5-yl)-3-(4-((2-((2-(dimethylamino)ethyl)amino)pyridin-4-yl)oxy)-2-(methylthio)phenyl)urea hydrochloride Cl.C(C)(C)(C)C1=NN(C(=C1)NC(=O)NC1=C(C=C(C=C1)OC1=CC(=NC=C1)NCCN(C)C)SC)C1=CC=CC=C1